2-[4-[4-[[2,6-dioxo-3-piperidinyl]amino]phenyl]-1-piperidinyl]acetic acid trifluoroacetate FC(C(=O)O)(F)F.O=C1NC(CCC1NC1=CC=C(C=C1)C1CCN(CC1)CC(=O)O)=O